tert-butyl N-[(1S)-1-cyclohexyl-2-(4-{3-[1-(2,6-dioxopiperidin-3-yl)-3-methyl-2-oxo-1,3-benzodiazol-5-yl]propyl}piperidin-1-yl)-2-oxoethyl]carbamate C1(CCCCC1)[C@@H](C(=O)N1CCC(CC1)CCCC1=CC2=C(N(C(N2C)=O)C2C(NC(CC2)=O)=O)C=C1)NC(OC(C)(C)C)=O